O1CCOC2=C1C=CC(=C2)C=2C=C1C=C(NC1=CC2)C2=CC=C(C=C2)NC([C@H]2N(CCC2)C(CC2=CC=CC=C2)=O)=O N-{4-[5-(2,3-dihydro-1,4-benzodioxin-6-yl)-1H-indol-2-yl]phenyl}-1-(phenylacetyl)-L-prolinamide